FC(CN1C(=NC2=NC=C(C=C21)C2=CNC=1N=C(N=CC12)NC1CCC(CC1)C(=O)N(C)C)C)F (1s,4s)-4-((5-(1-(2,2-difluoroethyl)-2-methyl-1H-imidazo[4,5-b]pyridin-6-yl)-7H-pyrrolo[2,3-d]pyrimidin-2-yl)amino)-N,N-dimethylcyclohexane-1-carboxamide